(5-amino-2,6-dichloropyridin-2-yl)boronic acid NC=1C=CC(NC1Cl)(Cl)B(O)O